4-(4-fluorophenoxy)butyramide FC1=CC=C(OCCCC(=O)N)C=C1